N-(5-[[2-(2,6-Dioxopiperidin-3-Yl)-1,3-Dioxo-2,3-Dihydro-1H-Isoindol-4-Yl]Amino]Pentyl)Azetidine-3-Carboxamide O=C1NC(CCC1N1C(C2=CC=CC(=C2C1=O)NCCCCCNC(=O)C1CNC1)=O)=O